4-[5-(aminomethyl)pyrimidin-2-yl]-3-[6-[cyclopropylmethyl(methyl)amino]-2-methylpyrimidin-4-yl]oxybenzonitrile NCC=1C=NC(=NC1)C1=C(C=C(C#N)C=C1)OC1=NC(=NC(=C1)N(C)CC1CC1)C